COC1=CC=C(CN(S(=O)(=O)C2=C(C=C(CC=3C(=NN(C3CC3CC3)C=3SC=C(N3)C(=O)OCC)C3=CC(=C(C=C3)F)OC(C)C)C=C2)F)CC2=CC=C(C=C2)OC)C=C1 ethyl 2-(4-(4-(N,N-bis(4-methoxybenzyl)sulfamoyl)-3-fluorobenzyl)-5-(cyclopropylmethyl)-3-(4-fluoro-3-isopropoxyphenyl)-1H-pyrazol-1-yl)thiazole-4-carboxylate